C(C1=CC=CC=C1)OCCC1(CCCC1)C=N[S@](=O)C(C)(C)C (R)-N-((1-(2-(benzyloxy)ethyl)cyclopentyl)methylene)-2-methylpropane-2-sulfinamide